5-(3-(3-(2,2-difluoro-3-((1r,3r)-3-((5-(5-methyl-5H-pyrido[4,3-b]indol-7-yl)pyridin-2-yl)oxy)cyclobutoxy)propoxy)propoxy)azetidin-1-yl)-2-(2,6-dioxopiperidin-3-yl)isoindoline-1,3-dione FC(COCCCOC1CN(C1)C=1C=C2C(N(C(C2=CC1)=O)C1C(NC(CC1)=O)=O)=O)(COC1CC(C1)OC1=NC=C(C=C1)C=1C=CC=2C3=C(N(C2C1)C)C=CN=C3)F